C1(=CC=CC2=CC=CC=C12)C=1C=C(C=CC1)C1=C2C=CC=CC2=C(C2=CC=CC=C12)C1=CC=2C(=NN(N2)C2=CC=C(C=C2)C=2C=NC=CC2)C=C1 5-[10-{3-(naphthalen-1-yl)phenyl}anthracen-9-yl]-2-{4-(pyridin-3-yl)phenyl}-2H-benzotriazole